FC1=C2NC(C(NC2=C(C=C1)OC)=O)(C)C 5-fluoro-8-methoxy-3,3-dimethyl-3,4-dihydroquinoxalin-2(1H)-one